FC1=CC=C(CN2C=3N(C4=C(C2=O)CN(CC4)CC4=CC(=CC=C4)Cl)CCCN3)C=C1 6-(4-fluorobenzyl)-3-(3-chlorobenzyl)-1,2,3,4,6,8,9,10-octahydro-5H-pyrido[3,4-e]pyrimido[1,2-a]pyrimidin-5-one